2-bromo-6-(methoxymethyl)-5-((2-(trimethylsilyl)ethoxy)methyl)-5H-pyrrolo[2,3-b]pyrazine BrC=1N=C2C(=NC1)N(C(=C2)COC)COCC[Si](C)(C)C